ClC1=CC=2C3=C(C(=NC2C(=C1C1=CC=CC=C1)F)N1C(=NC=C1)C)N=CN3[C@@H]3C[C@H](N(CC3)C(\C=C\CF)=O)CC#N 2-((2S,4S)-4-(8-chloro-6-fluoro-4-(2-methyl-1H-imidazol-1-yl)-7-phenyl-1H-imidazo[4,5-c]quinolin-1-yl)-1-((E)-4-fluorobut-2-enoyl)piperidin-2-yl)acetonitrile